3,4-dimethoxy-6-[(4-nitrobenzyl)amino]benzoic acid COC=1C=C(C(=O)O)C(=CC1OC)NCC1=CC=C(C=C1)[N+](=O)[O-]